2-(difluoromethoxy)-6-methoxy-4-[4-methoxy-2-methyl-6-(1-methylpyrazol-4-yl)indazol-3-yl]benzoic acid FC(OC1=C(C(=O)O)C(=CC(=C1)C=1N(N=C2C=C(C=C(C12)OC)C=1C=NN(C1)C)C)OC)F